BrC1=NN2C(N(C(=C(C2=O)N2CCN(CC2)C(=O)C2=NC=NC(=C2O)C)CC)CC(=O)NC2=C(C=C(C=C2)C(F)(F)F)C)=N1 2-(2-bromo-5-ethyl-6-(4-(5-hydroxy-6-methylpyrimidine-4-carbonyl)piperazin-1-yl)-7-oxo-[1,2,4]triazolo[1,5-a]pyrimidin-4(7H)-yl)-N-(2-methyl-4-(trifluoromethyl)phenyl)acetamide